ClC=1C(=CC(=C2C=CC=NC12)C1(CC1)C=1C(=C(C(=O)N)C=CC1)C)C1=CN=C(S1)C (1-(8-chloro-7-(2-methylthiazol-5-yl)quinolin-5-yl)cyclopropyl)-2-methylbenzamide